2-ethoxy-1-ethoxycarbonyl-1,2-dihydrochinoline C(C)OC1N(C2=CC=CC=C2C=C1)C(=O)OCC